3-Nitro-6-(pyrimidin-2-yl)-5,6,7,8-tetrahydro-1,6-naphthyridine [N+](=O)([O-])C=1C=NC=2CCN(CC2C1)C1=NC=CC=N1